C(CCCCC=CCC=CCC=CCC=CCC=CCCC)(=O)O 6,9,12,15,18-docosapentaenoic acid